C(C1=CC=CC=C1)(=O)OC=1C(=NC=CC1OC)C(N[C@H](C(=O)N[C@H](C(C1=CC=C(C=C1)Cl)C1=CC=C(C=C1)Cl)C)C)=O 2-(((S)-1-(((S)-1,1-bis(4-chlorophenyl)propan-2-yl)amino)-1-oxopropan-2-yl)carbamoyl)-4-methoxypyridin-3-yl benzoate